FC(C1=NN=C(O1)C1=CC(=C(C=C1)CN1N=C(N=N1)C=1C=C2C=NC(=NC2=CC1)N(C)C)F)F 6-[2-[[4-[5-(difluoromethyl)-1,3,4-oxadiazol-2-yl]-2-fluorophenyl]methyl]tetrazol-5-yl]-N,N-dimethylquinazolin-2-amine